ethyl 2-[3-(N-[6-[5-[[tert-butoxycarbonyl(methyl)amino]methyl]-1-methyl-pyrazol-3-yl]-4-quinolyl]-3-chloro-4-fluoro-anilino)propoxy]acetate C(C)(C)(C)OC(=O)N(C)CC1=CC(=NN1C)C=1C=C2C(=CC=NC2=CC1)N(C1=CC(=C(C=C1)F)Cl)CCCOCC(=O)OCC